ClC=1C(=NN(C1C=1C=NC(=CC1OC(F)F)N[C@@H](CC(F)(F)F)CC)CC)C(=O)NCC1(CCC(CC1)S(=O)(=O)C)O |o1:17| 4-Chloro-5-(4-(difluoromethoxy)-6-(((R*)-1,1,1-trifluoropentan-3-yl)amino)pyridin-3-yl)-1-ethyl-N-(((1s,4S)-1-hydroxy-4-(methylsulfonyl)cyclohexyl)methyl)-1H-pyrazole-3-carboxamide